C1(CCCC1)C1=NC2=NC=NC(=C2N1)C(=O)O 8-cyclopentyl-7H-Purine-6-carboxylic acid